(E)-2-(4-methoxybenzylidene)-4-methoxy-2,3-dihydro-1H-indene COC1=CC=C(\C=C\2/CC3=CC=CC(=C3C2)OC)C=C1